ClC1=C(C(=CC(=C1)F)Cl)NC=1N(C2=NC(=NC=C2N1)N[C@@H]1CC(CC1)(F)F)C1CCC(CC1)C(=O)N (1S,4s)-4-(8-(2,6-dichloro-4-fluorophenylamino)-2-((R)-3,3-difluorocyclopentylamino)-9H-purin-9-yl)cyclohexanecarboxamide